1-amino-4-methyl-9,10-dioxo-9,10-dihydroanthracene-2,3-dicarboxylate NC1=C(C(=C(C=2C(C3=CC=CC=C3C(C12)=O)=O)C)C(=O)[O-])C(=O)[O-]